BrC=1C=CC=C2C=CC(=NC12)C1CCOCC1 8-bromo-2-(tetrahydro-2H-pyran-4-yl)-quinoline